C(C)OC(=O)C=1C=NN(C1)CC=1C=NC(=C(C1)F)C1CCC(CC1)(F)F.FC1(CCC(CC1)C1=C(C=C(C=N1)CN1N=CC(=C1)C(=O)O)F)F 1-[[6-(4,4-difluorocyclohexyl)-5-fluoropyridin-3-yl]methyl]pyrazole-4-carboxylic acid Ethyl-1-[[6-(4,4-difluorocyclohexyl)-5-fluoropyridin-3-yl]methyl]pyrazole-4-carboxylate